COC(=O)C1=CC2=C(C3=C(N=C(N=C3NCC(CN(C)C)C)CC3=CC=CC=C3)N2)N=C1 2-benzyl-4-((3-(dimethylamino)-2-methylpropyl)amino)-9H-pyrido[2',3':4,5]pyrrolo[2,3-d]pyrimidine-7-carboxylic acid methyl ester